C1(=CC(=CC=C1)C1=NC(=NC(=N1)Cl)Cl)C1=CC=CC=C1 2-([1,1'-biphenyl]-3-yl)-4,6-dichloro-1,3,5-triazine